2-oxo-1,2,5,6-tetrahydropyridin-3-carbothioic acid amide O=C1NCCC=C1C(N)=S